C(C)(C)(C)OC(=O)N1C(C(NCC1)=O)C1=NC=C(C=C1)C1=CC2=C(N(C(N2C)=O)C2C(NC(CC2)=O)=O)C=C1 (5-(1-(2,6-Dioxopiperidin-3-yl)-3-methyl-2-oxo-2,3-dihydro-1H-benzo[d]imidazol-5-yl)pyridin-2-yl)-3-oxopiperazine-1-carboxylic acid tert-butyl ester